CC1=NSC=C1C(=O)O 3-methyl-4-isothiazolecarboxylic acid